2-[2-(3-hydroxy-4-methoxyphenyl)ethyl]benzoic acid OC=1C=C(C=CC1OC)CCC1=C(C(=O)O)C=CC=C1